CS(=O)(=O)CCOC(NC=1N=CC2=CC(=C(C=C2C1)C1=C(C2=C(OCCN2)N=C1)C)F)=O 2-(Methylsulfonyl)ethyl-(7-fluoro-6-(8-methyl-2,3-dihydro-1H-pyrido[2,3-b][1,4]oxazin-7-yl)isochinolin-3-yl)carbamat